(3aR,6R,6aS)-1-(7,8-dihydrofuro[3,2-e][1,3]benzothiazol-2-yl)-6-methyltetrahydro-1H-furo[3,4-d]imidazol-2(3H)-one N1=C(SC2=C1C1=C(C=C2)OCC1)N1C(N[C@@H]2[C@H]1[C@H](OC2)C)=O